(s)-2-(4-methoxyphenyl)Azolo[4,5-c]Quinoline-4(5H)-one COC1=CC=C(C=C1)C=1NC2=C(C(NC=3C=CC=CC23)=O)C1